COC1=CC=C(C(=C1)OC)C1=CC=C(C=C1OC)OC 4,4',6,6'-tetramethoxybiphenyl